oxazainine hydrochloride Cl.O1NC=CC=C1